tert-butyl N-[(2S)-2-[bis(tert-butoxycarbonyl)amino]propanoyl]-N-[4-[[chloromethyl(ethyl)carbamoyl]oxymethyl]phenyl]carbamate C(C)(C)(C)OC(=O)N([C@H](C(=O)N(C(OC(C)(C)C)=O)C1=CC=C(C=C1)COC(N(CC)CCl)=O)C)C(=O)OC(C)(C)C